C(C)(C)(C)C=1C=C(C(=C(C(=O)O)C1)I)C(=O)O 5-(tert-butyl)-2-iodoisophthalic acid